2-(2-amino-6-((4-(1-methyl-1H-pyrazol-3-yl)phenyl)amino)-9H-purin-9-yl)-N-(1-ethyl-3-methyl-1H-pyrazol-5-yl)acetamide NC1=NC(=C2N=CN(C2=N1)CC(=O)NC1=CC(=NN1CC)C)NC1=CC=C(C=C1)C1=NN(C=C1)C